methyl[(S)-methyl(oxo)(1,2,3,4-tetrahydroquinolin-5-yl)-λ6-sulfanylidene]amine CN=[S@](C1=C2CCCNC2=CC=C1)(=O)C